N-methyl-N'-nitro-nitrosoguanidine CN(C(=N)N[N+](=O)[O-])N=O